N-(2-phenoxyphenyl)acetamide O(C1=CC=CC=C1)C1=C(C=CC=C1)NC(C)=O